(R)-5-((5-chloro-2-cyanophenyl)amino)-N-(4-(chlorodifluoromethoxy)phenyl)-6-(3-hydroxypyrrolidin-1-yl)nicotinamide ClC=1C=CC(=C(C1)NC=1C(=NC=C(C(=O)NC2=CC=C(C=C2)OC(F)(F)Cl)C1)N1C[C@@H](CC1)O)C#N